C(C)(=O)C1=NN(C2=CC=C(C=C12)C=1C=NC(=NC1)C)CC(=O)N1[C@@H](C[C@](C1)(F)CN)C(=O)NC1=NC(=CC=C1)Br (2S,4S)-1-(2-(3-acetyl-5-(2-methylpyrimidin-5-yl)-1H-indazol-1-yl)acetyl)-4-(aminomethyl)-N-(6-bromopyridin-2-yl)-4-fluoropyrrolidine-2-carboxamide